CCCCC/C=C\C/C=C\C/C=C\CCCCCCC(=O)OC[C@H](COP(=O)(O)OC[C@H](CO)O)OC(=O)CCCC/C=C\C/C=C\C/C=C\C/C=C\CC 1-(8Z,11Z,14Z-eicosatrienoyl)-2-(6Z,9Z,12Z,15Z-octadecatetraenoyl)-glycero-3-phospho-(1'-sn-glycerol)